racemic-1-(3-(4-amino-3-(4-phenoxyphenyl)-1H-pyrazolo[3,4-d]pyrimidin-1-yl)piperidin-1-yl)prop-2-en-1-one NC1=C2C(=NC=N1)N(N=C2C2=CC=C(C=C2)OC2=CC=CC=C2)[C@H]2CN(CCC2)C(C=C)=O |r|